ClC1=C(C=CC(=C1)C(=O)N1[C@H]([C@@H](N(CC1)C1=NC=CC(=C1)Cl)C)C)[S@](=O)CC(C(C)(F)F)=O |&1:24| (±)-1-((2-Chloro-4-(4-(4-chloropyridin-2-yl)-trans-2,3-dimethylpiperazine-1-carbonyl)phenyl)sulfinyl)-3,3-difluorobutan-2-one